C(C)OC(=O)C1=NN(C(=C1\N=N\C1=CC=CC=C1)C1CCC(CC1)OC)C 5-((1s,4s)-4-methoxycyclohexyl)-1-methyl-4-((E)-phenyldiazenyl)-1H-pyrazole-3-carboxylic acid ethyl ester